[Pd]=O.[Pt] platinum-palladium oxide